N-(3,5-bis(trifluoromethyl)phenyl)-5-(2-fluoropyridin-3-yl)-2-(methylsulfonamido)benzamide FC(C=1C=C(C=C(C1)C(F)(F)F)NC(C1=C(C=CC(=C1)C=1C(=NC=CC1)F)NS(=O)(=O)C)=O)(F)F